4-naphthylthionine C1(=CC=CC2=CC=CC=C12)C=1C=CSC=CC=CC1